6-(6-Chloropyridin-2-yl)-N2,N4-bis((R)-1,1,1-trifluorobutan-2-yl)-1,3,5-triazine-2,4-diamine ClC1=CC=CC(=N1)C1=NC(=NC(=N1)N[C@@H](C(F)(F)F)CC)N[C@@H](C(F)(F)F)CC